(1S,4R,5R)-2-[5-(3-iodo-7-methyl-1H-indazol-1-yl)pyridin-2-yl]-2-azabicyclo[2.2.1]heptane-5-carboxylic acid methyl ester COC(=O)[C@H]1[C@@H]2CN([C@H](C1)C2)C2=NC=C(C=C2)N2N=C(C1=CC=CC(=C21)C)I